ClC1=CC=C(C(=N1)C1=NOC(N1)=O)N[C@H](C)C=1C=C(C=C2C(C(=C(OC12)C=1C=NN(C1)CCOC)C)=O)C 3-[6-Chloro-3-[[(1R)-1-[2-[1-(2-methoxyethyl)pyrazol-4-yl]-3,6-dimethyl-4-oxo-chromen-8-yl]ethyl]amino]-2-pyridyl]-4H-1,2,4-oxadiazol-5-one